N=1C(=CN2C1C=CC=C2)CN2[C@@H](CCN1C2=NC(=CC1=O)N1[C@@H](COCC1)C)C(F)(F)F (S)-9-Imidazo[1,2-a]-pyridin-2-ylmethyl-2-((R)-3-methyl-morpholin-4-yl)-8-trifluoromethyl-6,7,8,9-tetrahydro-pyrimido[1,2-a]-pyrimidin-4-one